ClC1=C(C(F)(F)F)C=CC=C1Cl 2,3-dichloro-trifluorotoluene